N-((R)-4-Methoxy-2-(((S)-11-oxo-2,3,10,11-tetrahydro-1H,5H-benzo[d]pyrazolo[1,2-a][1,2]diazepin-10-yl)carbamoyl)butyl)-4-methyl-2-(3-methylisoxazol-5-yl)thiazole-5-carboxamide COCC[C@H](CNC(=O)C1=C(N=C(S1)C1=CC(=NO1)C)C)C(N[C@H]1C2=C(CN3N(C1=O)CCC3)C=CC=C2)=O